3-fluoro-8-methoxyquinoline-4-carboxylic acid FC=1C=NC2=C(C=CC=C2C1C(=O)O)OC